FC1=C(C#N)C=C(C=C1)CC1=CC(=CC=C1)F 2-fluoro-5-(3-fluorobenzyl)benzonitrile